6-bromo-2,3-diphenylquinolin-4-amine BrC=1C=C2C(=C(C(=NC2=CC1)C1=CC=CC=C1)C1=CC=CC=C1)N